O1C(C=CC=C1)=O 2H-pyranone